cerium cobalt salt [Co].[Ce]